ClC1=C(C=CC=C1)N1C(N=C(C2=CC(=C(C=C12)C1CC1)C#N)NC1(CC1)CO)=O 1-(2-chlorophenyl)-7-cyclopropyl-4-((1-(hydroxymethyl)cyclopropyl)amino)-2-oxo-1,2-dihydroquinazoline-6-carbonitrile